C1(=CC=CC=C1)CCCNC1(CCOCC1)C(=O)N[C@@H](C)C1=CC=C(C(=O)O)C=C1 4-[(1S)-1-[[4-(3-Phenylpropylamino)tetrahydropyran-4-carbonyl]amino]ethyl]benzoic acid